C(C)C1C2C3C4C=CC(C3C(C1)C2)C4 8-ethyltetracyclo[4.4.0.12,5.17,10]Dodeca-3-en